CN1N=C(C2=CC(=CC=C12)C1=C(N=C2N1N=C(C=C2NCC=2C=NC(=CC2)OC)C)C)C 3-(1,3-dimethyl-1H-indazol-5-yl)-N-((6-methoxypyridin-3-yl)methyl)-2,6-dimethylimidazo[1,2-b]pyridazin-8-amine